3-(6,8-dihydro-5H-imidazo[5,1-c][1,4]oxazin-3-yl)-7-methyl-1-(4-(morpholinomethyl)phenyl)-1,4-dihydrothiochromeno[4,3-c]pyrazole 5,5-dioxide C=1N=C(N2C1COCC2)C=2C1=C(N(N2)C2=CC=C(C=C2)CN2CCOCC2)C=2C=CC(=CC2S(C1)(=O)=O)C